C(#N)C1CN(C1)S(=O)(=O)N1C[C@H](CCC1)C(=O)N1[C@H](CCC1)C(=O)NCC1=C(C=CC=C1C(F)(F)F)F 1-(((3S)-1-((3-cyano-1-azetidinyl)sulfonyl)-3-piperidinyl)carbonyl)-N-(2-fluoro-6-(trifluoromethyl)benzyl)-D-prolinamide